N-(2-Chloropyrimidin-4-yl)-3-(2-methoxyphenyl)isoxazol-5-amine ClC1=NC=CC(=N1)NC1=CC(=NO1)C1=C(C=CC=C1)OC